FC=1C=C(C=CC1)[C@H](C(=O)O)O |r| racemic-2-(3-fluorophenyl)-2-hydroxyacetic acid